O=C1NC(CCC1NC1=CC(=C(C(=C1)F)C1CC2(CN(C2)C(=O)OC(C)(C)C)C1)F)=O tert-butyl 6-(4-((2,6-dioxopiperidin-3-yl)amino)-2,6-difluorophenyl)-2-azaspiro[3.3]heptane-2-carboxylate